C(\C=C\C(=O)O)(=O)O.C(C)(C)NC(C1=CC=CC=C1)=O N-isopropylbenzamide fumarate